C12CN(CC(N1)C2)C=2OC1=C(N2)C(=CC=C1C=1SC=CN1)OC(C(C)(O)C)(F)F 1-((2-(3,6-diazabicyclo[3.1.1]heptan-3-yl)-7-(thiazol-2-yl)benzo[d]oxazol-4-yl)oxy)-1,1-difluoro-2-methylpropan-2-ol